6-chloro-3-(3-(difluoromethoxy)phenyl)-1-isopropyl-1H-imidazo[4,5-c]pyridin-2(3H)-one ClC1=CC2=C(C=N1)N(C(N2C(C)C)=O)C2=CC(=CC=C2)OC(F)F